ClC=1C=C(C(=C(C1)O)C1=CC=C2C(=N1)N=C(O2)N[C@H]2CN(CCC2)C[C@H]2[C@@H](CC2)O)C |&1:25,26| 5-chloro-2-[2-[[(3R)-1-[[rac-trans-2-hydroxycyclobutyl]methyl]-3-piperidyl]amino]oxazolo[4,5-b]pyridin-5-yl]-3-methyl-phenol